BrC1=CC=C(C=2C=COC21)C(F)(F)F 7-Bromo-4-(trifluoromethyl)-1-benzofuran